2-(Trifluoromethoxy)aniline FC(OC1=C(N)C=CC=C1)(F)F